N-((2-(2-(dimethylamino)ethoxy)thiazol-5-yl)methyl)-11-oxo-10,11-dihydrodibenzo[b,f][1,4]oxazepine-8-carboxamide CN(CCOC=1SC(=CN1)CNC(=O)C1=CC2=C(OC3=C(C(N2)=O)C=CC=C3)C=C1)C